(3aR,5S,6aR)-2,2-dimethyltetrahydrofuro[2,3-d][1,3]Dioxole-5-carboxylic acid CC1(O[C@H]2[C@@H](O1)O[C@@H](C2)C(=O)O)C